COC(=O)C1=CC2=C(N(C=N2)C)C=C1C 1,6-dimethyl-1H-benzo[d]Imidazole-5-carboxylic acid methyl ester